7-bromo-1,3-dichloroisoquinoline BrC1=CC=C2C=C(N=C(C2=C1)Cl)Cl